C(CCC)(=O)C1CCN(CC1)C(C1=C(C2=C(C=CC(=NO2)O)C=C1)O)([2H])[2H] 8-((4-butyryl)piperidin-1-ylmethyl-d2)-3,9-dihydroxybenzo[5,6]oxazepin